CC(CN)=C(C)C 2,3-dimethylbut-2-enamine